P(O)(=O)(OP(=O)(O)OP(=O)(O)O)OC[C@@H]1[C@H]([C@H]([C@@H](O1)N1C(=O)NC(=O)C=C1)S)O 2'-thio-uridine-5'-triphosphate